3-chloro-9H-pyrido[2,3-b]indole ClC1=CC2=C(NC3=CC=CC=C23)N=C1